COC(=O)C=1C(N(C2=NC(=CC=C2C1N)C(F)(F)F)C1=CC=C(C=C1)C(C)O)=O 4-Amino-1-(4-(1-hydroxyethyl)phenyl)-2-oxo-7-(trifluoromethyl)-1,2-dihydro-1,8-naphthyridine-3-carboxylic acid methyl ester